tert-butyl 4-[2-(7-fluoro-2-methylindazol-5-yl)thieno[2,3-d][1,3]thiazol-5-yl]piperidine-1-carboxylate FC1=CC(=CC2=CN(N=C12)C)C=1SC2=C(N1)SC(=C2)C2CCN(CC2)C(=O)OC(C)(C)C